methyl 3-((2S,4R)-1-((S)-2-(1-fluorocyclopropanecarboxamido)-3,3-dimethylbutanoyl)-4-hydroxypyrrolidine-2-carboxamido)-3-(4-(4-methylthiazol-5-yl)phenyl)propanoate FC1(CC1)C(=O)N[C@H](C(=O)N1[C@@H](C[C@H](C1)O)C(=O)NC(CC(=O)OC)C1=CC=C(C=C1)C1=C(N=CS1)C)C(C)(C)C